4-((5-chloropyridin-2-yl)oxy)-3-fluoroaniline ClC=1C=CC(=NC1)OC1=C(C=C(N)C=C1)F